2-(1H-indazole-3-carboxamido)butanoic acid N1N=C(C2=CC=CC=C12)C(=O)NC(C(=O)O)CC